BrC1=C(C=C2C(=NC(=NC2=C1F)OC[C@]1(N(CCC1)C)CO)N1CC2CCC(C1)N2C(=O)OC(C)(C)C)Cl tert-butyl 3-[7-bromo-6-chloro-8-fluoro-2-[[(2R)-2-(hydroxymethyl)-1-methyl-pyrrolidin-2-yl]methoxy]quinazolin-4-yl]-3,8-diazabicyclo[3.2.1]octane-8-carboxylate